(1S,2S,3R,5S)-3-((5-chloro-4-(4-fluoro-2-(3-hydroxybicyclo[1.1.1]pentan-1-yl)-1-isopropyl-1H-benzo[d]imidazol-6-yl)pyrimidin-2-yl)amino)-6,8-dioxabicyclo[3.2.1]octan-2-ol ClC=1C(=NC(=NC1)N[C@H]1[C@@H]([C@@H]2CO[C@H](C1)O2)O)C=2C=C(C1=C(N(C(=N1)C13CC(C1)(C3)O)C(C)C)C2)F